C(#N)C1CC(C1)N1C=C(C=2C1=CN=C(C2)NC(C)=O)C2=NC(=CC(=C2)C(F)(F)F)S(=O)(=O)C N-(1-((1S,3S)-3-cyanocyclobutyl)-3-(6-(methylsulfonyl)-4-(trifluoromethyl)pyridin-2-yl)-1H-pyrrolo[2,3-c]pyridin-5-yl)acetamide